5-((4-((((4-nitrophenoxy)carbonyl)oxy)methyl)phenyl)amino)-5-oxopentanoate [N+](=O)([O-])C1=CC=C(OC(=O)OCC2=CC=C(C=C2)NC(CCCC(=O)[O-])=O)C=C1